2-(8-(4-Chlorophenyl)-2-imino-3-methyl-2,3-dihydro-1H-imidazo[4,5-c]quinolin-1-yl)phenol ClC1=CC=C(C=C1)C1=CC=2C3=C(C=NC2C=C1)N(C(N3C3=C(C=CC=C3)O)=N)C